NC1=C(C=C2C(=N1)C=C(N2)CN2C(C1=CC(=CC=C1[C@]21C(N([C@@H](C1)C)C)=O)F)=O)F (1r,5'r)-2-((5-amino-6-fluoro-1H-pyrrolo[3,2-b]pyridin-2-yl)methyl)-5-fluoro-1',5'-dimethylspiro[isoindoline-1,3'-pyrrolidine]-2',3-dione